6-Chloro-7-(4-fluorophenyl)-3-((4-hydroxy-1-(1-methylcyclopropanecarbonyl)piperidin-4-yl)methyl)-3H-pyrrolo[2,3-d]pyrimidin-4(7H)-one ClC1=CC2=C(N=CN(C2=O)CC2(CCN(CC2)C(=O)C2(CC2)C)O)N1C1=CC=C(C=C1)F